ClC=1C=C2CCCC3(C2=CC1)CN(C1=C(OC3)C=CC(=C1)C(=O)O)C[C@H]1[C@@H](CC1)[C@H](C=C)O 6'-chloro-5-(((1R,2R)-2-((S)-1-hydroxyallyl)cyclobutyl)methyl)-3',4,4',5-tetrahydro-2H,2'H-spiro[benzo[b][1,4]oxazepine-3,1'-naphthalene]-7-carboxylic acid